CC1=CC=CC(=N1)C1=NNC=C1C=1N=C2C=C(C=NC2=CC1)NC1CNCCC1 6-[3-(6-methyl-2-pyridyl)-1H-pyrazol-4-yl]-N-(3-piperidyl)-1,5-naphthyridin-3-amine